1-BOC-6-METHOXYINDOLE-2-BORONIC ACID C(=O)(OC(C)(C)C)N1C(=CC2=CC=C(C=C12)OC)B(O)O